1-[(5-{3-[1-(4-amino-3-methyl-1H-pyrazolo[3,4-d]pyrimidin-1-yl)ethyl]-5-chloro-2-methoxy-6-methylphenyl}pyridin-3-yl)carbonyl]azetidine NC1=C2C(=NC=N1)N(N=C2C)C(C)C=2C(=C(C(=C(C2)Cl)C)C=2C=C(C=NC2)C(=O)N2CCC2)OC